methyl-4-(2-methoxyethoxy)-3-oxobutanone CCC(C(COCCOC)=O)=O